(R)-4-methyl-1,3-dioxolan-2-one C[C@H]1OC(OC1)=O